benzyl (2-((8,9-difluoro-1-(((R)-1-(4-methoxyphenyl)ethyl)(methyl)amino)-1,4-dihydro-2H-pyrano[3,4-c]isoquinolin-6-yl)oxy)ethyl)carbamate FC=1C(=CC=2C3=C(N=C(C2C1)OCCNC(OCC1=CC=CC=C1)=O)COCC3N(C)[C@H](C)C3=CC=C(C=C3)OC)F